(R)-5-(1',2'-dihydrospiro[cyclopropane-1,3'-pyrrolo[2,3-b]pyridin]-5'-yl)-3-methyl-2-oxoindoline-3-carbonitrile N1CC2(C=3C1=NC=C(C3)C=3C=C1[C@@](C(NC1=CC3)=O)(C#N)C)CC2